4-methyl-2,6-di(propan-2-yl)benzene-1,3-diamine CC1=C(C(=C(C(=C1)C(C)C)N)C(C)C)N